3-(tert-butyl)-N-(2-(difluoromethyl)-4-(6-(1-methyl-1H-pyrazol-4-yl)pyrazolo[1,5-a]pyrazin-4-yl)benzyl)-1,2,4-oxadiazole-5-carboxamide C(C)(C)(C)C1=NOC(=N1)C(=O)NCC1=C(C=C(C=C1)C=1C=2N(C=C(N1)C=1C=NN(C1)C)N=CC2)C(F)F